(Z)-1-nitro-4-styrylbenzene [N+](=O)([O-])C1=CC=C(C=C1)\C=C/C1=CC=CC=C1